4-(3,7-bis(dimethylamino)-2,8-difluoro-5,5-dimethyldibenzo[b,e]silin-10(5H)-ylidene)butanamide CN(C=1C(=CC2=C([Si](C3=C(C2=CCCC(=O)N)C=C(C(=C3)N(C)C)F)(C)C)C1)F)C